[C@H]12CN(C[C@H](C=C1)N2)C=2C1=C(N=C(N2)OC[C@]23CCCN3C[C@@H](C2)F)C(=C(N=C1)C1=CC(=CC2=CC=C(C(=C12)F)F)O)F 4-(4-((1R,5S)-3,8-diazabicyclo[3.2.1]oct-6-en-3-yl)-8-fluoro-2-(((2R,7aS)-2-fluorotetrahydro-1H-pyrrolizin-7a(5H)-yl)methoxy)pyrido[4,3-d]pyrimidin-7-yl)-5,6-difluoronaphthalen-2-ol